CN(C1=CC=C(C=C1)C=1N=C(C=2C=CC=NC2C1)NC1=CC(=NO1)C)C 7-[4-(dimethylamino)phenyl]-N-(3-methyl-5-isoxazolyl)-1,6-naphthyridin-5-amine